ClC=1C=NC(=C(C(=O)NC2CCC(CC2)CN2C(N(C3=C2C=CC=C3)C3=CC=C(C=C3)CO)=O)C1)C 5-chloro-N-((1r,4r)-4-((3-(4-(hydroxymethyl)phenyl)-2-oxo-2,3-dihydro-1H-benzo[d]imidazol-1-yl)methyl)cyclohexyl)-2-methylnicotinamide